(4S)-2-cyanoethyl 4-(4-cyano-2-methoxyphenyl)-5-ethoxy-2,8-dimethyl-1,4-dihydro-1,6-naphthyridine-3-carboxylate C(#N)C1=CC(=C(C=C1)[C@@H]1C(=C(NC2=C(C=NC(=C12)OCC)C)C)C(=O)OCCC#N)OC